4-methoxy-4-methylpent-2-ene COC(C=CC)(C)C